6-amino-2-[3,5-dichloro-4-([6-chloro-5-[1-(3,3-difluoro-cyclobutyl)ethyl]pyridazin-3-yl]oxy)phenyl]-4H-1,2,4-triazine-3,5-dione NC=1C(NC(N(N1)C1=CC(=C(C(=C1)Cl)OC=1N=NC(=C(C1)C(C)C1CC(C1)(F)F)Cl)Cl)=O)=O